N(CC1=CN=C(S1)CC(C(=O)O)C1CNCC1)(CC1=CN=C(S1)CC(C(=O)O)C1CNCC1)CC1=CN=C(S1)CC(C(=O)O)C1CNCC1 3,3',3''-((nitrilotris(methylene))tris(thiazole-5,2-diyl))tris(2-(pyrrolidin-3-yl)propanoic acid)